C1(=CC=CC=2OC3=C(C21)C=CC=C3)C3=CC=CC=2C1=CC=CC=C1CC32 (dibenzofuranyl)fluorene